CC=1C=CC=2N(C1)N=CC2N2C(C1=CC=CC=C1C2)=O 6-methylpyrazolo[1,5-a]pyridin-3-yl-isoindolin-1-one